N-(1-(3-(difluoromethyl)-2-fluorophenyl)-2-fluoroethyl)-2-methylpropane-2-sulfonamide FC(C=1C(=C(C=CC1)C(CF)NS(=O)(=O)C(C)(C)C)F)F